BrC=1C=C2C=C(N(C2=CC1)CCCS(=O)(=O)C)CO (5-Bromo-1-(3-(methylsulfonyl)propyl)-1H-indol-2-yl)methanol